OC1=C(C=C(\C=C\2/C(NC(N(C2=O)C2=CC=C(C=C2)OC)=O)=O)C=C1OC)OC (E)-5-(4-Hydroxy-3,5-dimethoxybenzylidene)-1-(4-methoxyphenyl)pyrimidine-2,4,6(1H,3H,5H)-trione